FC(C(=O)NNC(=O)C1=CC=C(C=C1)NC(C)=O)(F)F N-(4-{[2-(trifluoroacetyl)hydrazino]carbonyl}phenyl)acetamide